tert-butoxycarbonyl(methyl)aminoacetic acid C(C)(C)(C)OC(=O)C(C(=O)O)NC